2-amino-1-(4-chloro-3-fluoro-5-hydroxy-2,6-dimethylphenyl)-5,6-dimethyl-1H-pyrrolo[2,3-b]pyridine-3-carboxamide NC1=C(C=2C(=NC(=C(C2)C)C)N1C1=C(C(=C(C(=C1C)O)Cl)F)C)C(=O)N